CC1(CC2(C3=CC=CC=C3OC=3C=CC=CC23)C2=CC=CC=C12)C 3,3-dimethyl-2,3-dihydro-spiro-[indene-1,9'-xanthene]